C1(CC2C(CC1)O2)CC[Si](OC)(OC)C 2-(3,4-Epoxycyclohexyl)-ethylmethyldimethoxysilan